[N+](=O)([O-])C1=C(C(=O)[O-])C=CC=C1.[K+] Potassium nitrobenzoate